N-((3R,5S)-1-(8-Cyanoquinoxalin-5-yl)-5-methylpiperidin-3-yl)-2-(methylamino)acetamide hydrochloride Cl.C(#N)C=1C=CC(=C2N=CC=NC12)N1C[C@@H](C[C@@H](C1)C)NC(CNC)=O